CC(CCCCP(O)=O)(C)C trimethylpentylphosphinic acid